1-((1-ethyl-1H-pyrazol-4-yl)methyl)-1-methyl-3-(3-(1-((4-methyl-4H-1,2,4-triazol-3-yl)thio)ethyl)phenyl)urea C(C)N1N=CC(=C1)CN(C(=O)NC1=CC(=CC=C1)C(C)SC1=NN=CN1C)C